β-D-Mannose O[C@H]1[C@@H](O)[C@@H](O)[C@H](O)[C@H](O1)CO